C(C)(C)(C)OC(CC(CC(CC)C)OC)=O 3-methoxy-5-methyl-heptanoic acid tert-butyl ester